FC=1C=C2CCN(C2=CC1)C=1C2=C(N=CN1)SC(=N2)NCCCN(C)C N1-(7-(5-fluoroindolin-1-yl)thiazolo[5,4-d]pyrimidin-2-yl)-N3,N3-dimethylpropane-1,3-diamine